4-(3-(4-(6-bromohexanoyl)piperazine-1-carbonyl)-4-fluorobenzyl)phthalazin-1(2H)-one BrCCCCCC(=O)N1CCN(CC1)C(=O)C=1C=C(CC2=NNC(C3=CC=CC=C23)=O)C=CC1F